ClC=1C(=NC=C(N1)Cl)C(=O)N 3,5-dichloropyrazine-2-carboxamide